2,2-bis[4-(N,N-diglycidyl-4-aminophenoxy)phenyl]propane C(C1CO1)N(C1=CC=C(OC2=CC=C(C=C2)C(C)(C)C2=CC=C(C=C2)OC2=CC=C(C=C2)N(CC2CO2)CC2CO2)C=C1)CC1CO1